C(C1=CC=CC=C1)OCC1(COC1)COC1=C(C=CC(=N1)C(=O)NC(C(=O)OCC)(CC)CC)N1CCCC1 Ethyl 2-(6-((3-((benzyloxy) methyl) oxetan-3-yl) methoxy)-5-(pyrrolidin-1-yl) pyridinecarboxamido)-2-ethylbutyrate